Methyl 3-(3-(4-methoxyphenyl)bicyclo[1.1.1]pentan-1-yl)-2-(1H-pyrrol-1-yl)benzoate COC1=CC=C(C=C1)C12CC(C1)(C2)C=2C(=C(C(=O)OC)C=CC2)N2C=CC=C2